C1(CC1)CN1CCC(CC1)C=1C=C2C(=C(NC2=CC1)C1=CC(=NC(=C1)C)C)C(C)C 5-(1-(cyclopropylmethyl)piperidin-4-yl)-2-(2,6-dimethylpyridin-4-yl)-3-isopropyl-1H-indole